(E)-1-[4-(Acridin-9-ylamino)phenyl]-3-(4-hydroxyphenyl)prop-2-en-1-one C1=CC=CC2=NC3=CC=CC=C3C(=C12)NC1=CC=C(C=C1)C(\C=C\C1=CC=C(C=C1)O)=O